tert-butyl N-[4-oxo-4-[4-[5-(trifluoromethyl)pyrimidin-2-yl]piperazin-1-yl]butyl]-N-phenyl-carbamate O=C(CCCN(C(OC(C)(C)C)=O)C1=CC=CC=C1)N1CCN(CC1)C1=NC=C(C=N1)C(F)(F)F